tert-butyl (4-(6-cyano-1H-pyrazolo[4,3-b]pyridin-5-yl)-3-fluoro-5-methylbenzyl)(methyl)carbamate C(#N)C=1C=C2C(=NC1C1=C(C=C(CN(C(OC(C)(C)C)=O)C)C=C1C)F)C=NN2